2,6-dihexyloxybenzaldehyde C(CCCCC)OC1=C(C=O)C(=CC=C1)OCCCCCC